FC1=CN(C2=C1C=NC(=C2)[C@@H]2[C@H](C2)C=2C=1N(N=C(C2)C=2C(NC(NC2)=O)=O)C=CN1)CC(F)(F)F 5-(8-((1S,2S)-2-(3-fluoro-1-(2,2,2-trifluoroethyl)-1H-pyrrolo[3,2-c]pyridin-6-yl)cyclopropyl)imidazo[1,2-b]pyridazin-6-yl)pyrimidine-2,4(1H,3H)-dione